NC1=C(C(=NN1C(C)C)C1=CC=C(C=C1)CC(=O)NC1=CC(=NO1)C1=CC=C(C=C1)OC)C(=O)N 5-Amino-1-isopropyl-3-(4-(2-((3-(4-methoxyphenyl)isoxazol-5-yl)amino)-2-oxoethyl)phenyl)-1H-pyrazole-4-carboxamide